tert-butyl (3S)-4-(1-(4-(aminomethyl)-2-isopropyl-6-methylphenyl)-6-fluoro-7-(2-Fluoro-6-hydroxyphenyl)-2-oxo-1,2-dihydroquinazolin-4-yl)-3-methylpiperazine-1-carboxylate NCC1=CC(=C(C(=C1)C)N1C(N=C(C2=CC(=C(C=C12)C1=C(C=CC=C1O)F)F)N1[C@H](CN(CC1)C(=O)OC(C)(C)C)C)=O)C(C)C